6-oxo-1,6-dihydropyrazine-2-carbonitrile O=C1C=NC=C(N1)C#N